N[C@H]1CN(CCC1)C=1C(=CC(=NC1)C1=CC(=C(C=C1)F)F)CC=1C=NN2C1N=CN=C2N (R)-8-((5-(3-aminopiperidin-1-yl)-2-(3,4-difluorophenyl)pyridin-4-yl)methyl)pyrazolo[1,5-a][1,3,5]triazin-4-amine